4-(DIBENZYLAMINO)PHENYLBORONIC ACID C(C1=CC=CC=C1)N(C1=CC=C(C=C1)B(O)O)CC1=CC=CC=C1